Methyl-N-benzoyl-S-(2,3,4,6-tetraacetoxy-2-deoxyamino-α-D-glucosyl)-L-cysteine CN([C@@H](CS[C@@]1([C@@H]([C@@](O)([C@](O)([C@H](O1)C(O)OC(C)=O)OC(C)=O)OC(C)=O)OC(C)=O)N)C(=O)O)C(C1=CC=CC=C1)=O